C(C)(C)(C)C1=CN=C(S1)C(=O)NCC1=C(C=C(C=C1)C=1C2=C(N=CN1)C=C(N2)C=2CCN(CC2)C(N(C)C)=O)C 5-(tert-butyl)-N-(4-(6-(1-(dimethylcarbamoyl)-1,2,3,6-tetrahydropyridin-4-yl)-5H-pyrrolo[3,2-d]pyrimidin-4-yl)-2-methylbenzyl)thiazole-2-carboxamide